BrC=1C(=CC=2C3=C(C(=NC2C1F)N1CC(C1)N(C)C)N=CN3[C@@H]3C[C@H](N(CC3)C(=O)OC(C)(C)C)C(=O)OC)Cl 1-(tert-butyl) 2-methyl (2S,4S)-4-(7-bromo-8-chloro-4-(3-(dimethylamino)azetidin-1-yl)-6-fluoro-1H-imidazo[4,5-c]quinolin-1-yl)piperidine-1,2-dicarboxylate